C(C)(C)OC=1C=CC(=NC1)C1=NNC(=N1)NC1=NC=CC=C1C N-(3-(5-isopropoxy-pyridin-2-yl)-1H-1,2,4-triazol-5-yl)-3-methylpyridin-2-amine